FC1(CC(CC1)C1=NC2=NC=NC(=C2N1)C(=O)NCC1=CC(=CC(=C1)C=1C=NN(C1)C1=CC=C(C=C1)F)F)F 8-(3,3-difluorocyclopentyl)-N-(3-fluoro-5-(1-(4-fluorophenyl)-1H-pyrazol-4-yl)benzyl)-7H-purine-6-carboxamide